CC1=C(C(=O)C2=C(C=CC=C2)P(OC)(OC)=O)C(=CC(=C1)C)C 2,4,6-trimethylbenzoyl-dimethoxyphenyl-phosphine oxide